BrC=1C=CC(=C(C1)S(=O)(=O)NC1=C(C(=CC(=C1)C1(CCC1)C#N)C(=O)N1CC(CC1)OC)O)O 5-Bromo-N-(5-(1-cyanocyclobutyl)-2-hydroxy-3-(3-methoxypyrrolidine-1-carbonyl)phenyl)-2-hydroxybenzenesulfonamide